BrC1=C(C(=C(C=C1)Br)C#CCCCCCC)C#CCCCCCC 1,4-dibromo-2,3-di(octyn-1-yl)benzene